C(C)(C)C1=C2C=C(N=CC2=C(C=C1)N1[C@@H]([C@H](C1)CS(=O)(=O)C)C)NC1=NC(=NC=C1)C=1C(=NN(C1)C)C([2H])([2H])[2H] 5-isopropyl-8-((2r,3s)-2-methyl-3-((methylsulfonyl)methyl)azetidin-1-yl)-N-(2-(1-methyl-3-(methyl-d3)-1H-pyrazol-4-yl)pyrimidin-4-yl)isoquinolin-3-amine